C(N)(=O)C=1C(=NN(C1)C1(C(CN(CC1)CC=1C(=NC(=CC1)C=1OC=CC1)F)F)CC#N)NC(OC)=O methyl N-[4-carbamoyl-1-[4-(cyanomethyl)-3-fluoro-1-[[2-fluoro-6-(2-furyl)-3-pyridyl]methyl]-4-piperidyl]pyrazol-3-yl]carbamate